[W+4].[Na+] sodium tungsten (IV)